C1(CCCCC1)C1=NOC(=N1)C1CCN(CC1)C(CC1=NON=C1C)=O 1-(4-(3-cyclohexyl-1,2,4-oxadiazol-5-yl)piperidin-1-yl)-2-(4-methyl-1,2,5-oxadiazol-3-yl)ethan-1-one